C1(=CC=C(C=C1)C1=CC=NC=C1)C1=CC=C(C=C1)C1=CC=CC=C1 4-([1,1':4',1''-terphenyl]-4-yl)pyridine